Nitrosoanilin N(=O)NC1=CC=CC=C1